(4-(4-((3-(2,3-difluoro-4-methoxy-phenyl)imidazo[1,2-a]pyrazin-8-yl)amino)-2-methylbenzoyl)piperazin-1-yl)((2S,3R)-3-hydroxy-pyrrolidin-2-yl)methanone hydrochloride Cl.FC1=C(C=CC(=C1F)OC)C1=CN=C2N1C=CN=C2NC2=CC(=C(C(=O)N1CCN(CC1)C(=O)[C@H]1NCC[C@H]1O)C=C2)C